1-methylethylene glycol CC(CO)O